4-cyano-4-[(dodecylsulfanylthio-carbonyl)sulfanyl]pentanoic acid C(#N)C(CCC(=O)O)(C)SC(=S)SCCCCCCCCCCCC